3,6,10-trimethyl-N-phenylundecanamide CC(CC(=O)NC1=CC=CC=C1)CCC(CCCC(C)C)C